1-(3,5-dimethyl-3-(cyclohexylmethyl)indolin-1-yl)-1-octanone CC1(CN(C2=CC=C(C=C12)C)C(CCCCCCC)=O)CC1CCCCC1